OC1(CC(C1)C(=O)N1CC2(C1)C[C@H](CC2)CC2=C(C=CC=C2)C)C |r| (rac)-((1s,3s)-3-Hydroxy-3-methylcyclobutyl)(6-(2-methylbenzyl)-2-azaspiro[3.4]octan-2-yl)methanon